CC1=C(OC=2CCC3=CN(N=C3C21)CC2=NC(=CC=C2)C)C(=O)NC[C@H]2OCCC2 8-Methyl-2-[(6-methylpyridin-2-yl)methyl]-N-[(2S)-tetrahydrofuran-2-ylmethyl]-4,5-dihydro-2H-furo[2,3-g]indazol-7-carboxamid